ClC1=CC=C(C(=N1)C(=O)O)N[C@H](C)C1=CC(=CC=2C(N3C(=NC12)C(CC3)CC3=CC=C(C=C3)C(F)(F)F)=O)C 6-chloro-3-(((1R)-1-(7-methyl-9-oxo-3-(4-(trifluoromethyl)benzyl)-1,2,3,9-tetrahydropyrrolo[2,1-b]quinazolin-5-yl)ethyl)amino)picolinic acid